2-(2-chlorophenyl)-N-[2'-fluoro-3'-(propan-2-yloxy)-2-Sulfamoylbiphenyl-4-yl]acetamide ClC1=C(C=CC=C1)CC(=O)NC1=CC(=C(C=C1)C1=C(C(=CC=C1)OC(C)C)F)S(N)(=O)=O